O1C=CC2=C1C(=CC=C2)C2CCN(CC2)C(=O)OC(C)(C)C tert-butyl 4-(1-benzofuran-7-yl)piperidine-1-carboxylate